N-(5-(1-(2,2-difluoroethyl)-6-((5-methylthiazol-2-yl)amino)-1H-pyrrolo[3,2-c]pyridin-4-yl)-2-methylphenyl)acrylamide FC(CN1C=CC=2C(=NC(=CC21)NC=2SC(=CN2)C)C=2C=CC(=C(C2)NC(C=C)=O)C)F